2-(3-Oxa-6-azabicyclo[3.1.1]heptan-6-yl)-N-(4-((4-fluorocuban-1-yl)carbamoyl)-6-methoxypyridin-3-yl)-6-methoxybenzo[d]thiazole-7-carboxamide C12COCC(N1C=1SC3=C(N1)C=CC(=C3C(=O)NC=3C=NC(=CC3C(NC31C4C5C6(C4C3C6C15)F)=O)OC)OC)C2